tert-butyl (R)-4-((4-([1,2,4]triazolo[1,5-a]pyridin-7-yloxy)-2,5-difluorophenyl)amino)-6a,7,9,10-tetrahydropyrazino[1',2':4,5][1,4]oxazino[2,3-f]quinazoline-8(6H)-carboxylate N=1C=NN2C1C=C(C=C2)OC2=CC(=C(C=C2F)NC2=NC=NC1=CC=C3C(=C21)OC[C@@H]2N3CCN(C2)C(=O)OC(C)(C)C)F